3-amino-N-(2,4-difluorophenyl)-2,6-difluorobenzamide NC=1C(=C(C(=O)NC2=C(C=C(C=C2)F)F)C(=CC1)F)F